C[Si](C)(C)NC(O)=O trimethylsilyl-carbamic acid